2-(Dimethylamino)-2-methylpropyl 5-(5-chloro-3-(3-(4-((trifluoromethyl) thio) phenyl) ureido)-1H-indol-1-yl)-5-oxopentanoate hydrochloride Cl.ClC=1C=C2C(=CN(C2=CC1)C(CCCC(=O)OCC(C)(C)N(C)C)=O)NC(=O)NC1=CC=C(C=C1)SC(F)(F)F